ClC=1C(=CC(=NC1)NC1CCNCC1)C1=CNC2=CC=CC=C12 5-chloro-4-(1H-indol-3-yl)-N-(piperidin-4-yl)pyridin-2-amine